(R)-tert-Butyl-11-bromo-12-chloro-10-fluoro-5-carbonyl-1,2,4a,5,6,7-hexahydro-8-thia-3,5a,9,13c-Tetrazanaphtho[3,2,1-de]anthracene-3(4H)-carboxylate C(C)(C)(C)OC(=O)N1C[C@@H]2C(N3CCSC=4N=C5C(=C(C(=CC5=C(C34)N2CC1)Cl)Br)F)=C=O